allyl N-methylolcarbamate C(O)NC(OCC=C)=O